FC1(CC2C(C2C1)C(=O)O)F 3,3-difluorobicyclo[3.1.0]Hexane-6-carboxylic acid